C(C)(C)(C)OC(=O)NCCC1=CC=C(C(=O)O)C=C1 4-[2-(Tert-Butoxycarbonylamino)ethyl]benzoic acid